D-(+)-beta-(3,4-dihydroxyphenyl)lactic acid OC=1C=C(C=CC1O)C[C@H](C(=O)O)O